10-(2-(2-((1S,4S)-2-oxa-5-azabicyclo[2.2.1]heptan-5-yl)ethoxy)ethyl)-3,7-dibromo-8-methyl-10H-benzo[b]pyrido[2,3-e][1,4]oxazine [C@@H]12OC[C@@H](N(C1)CCOCCN1C3=C(OC4=C1N=CC(=C4)Br)C=C(C(=C3)C)Br)C2